(E)-3-(5-(4-(2-(4-(4-(1-(4-hydroxyphenyl)-2-phenylbut-1-en-1-yl)phenyl)piperazin-1-yl)ethyl)piperazin-1-yl)-1-oxoisoindolin-2-yl)piperidine-2,6-dione OC1=CC=C(C=C1)\C(=C(/CC)\C1=CC=CC=C1)\C1=CC=C(C=C1)N1CCN(CC1)CCN1CCN(CC1)C=1C=C2CN(C(C2=CC1)=O)C1C(NC(CC1)=O)=O